2-(3-((tert-Butyldimethylsilyl)oxy)propoxy)acetaldehyde [Si](C)(C)(C(C)(C)C)OCCCOCC=O